OC(C)(C)C1=CC=C(C=C1)N1CC=2C(=NC(=CC2C1=O)C1CCOCC1)C1=C(C=CC=C1)OCC(F)(F)F 2-[4-(2-hydroxypropan-2-yl)phenyl]-6-(oxan-4-yl)-4-[2-(2,2,2-trifluoroethoxy)phenyl]-2,3-dihydro-1H-pyrrolo[3,4-c]pyridin-1-one